(R)-(+)-4-methoxy-α-methylbenzylamine C[C@H](C1=CC=C(C=C1)OC)N